O1C(=CC=C1)C/C=C/Br (E)-3-(furan-2-yl)-propenyl bromide